(E)-2-([1,1'-biphenyl]-4-yl)-N-(3,4-dimethylphenyl)-5-methyl-N'-(5-methyl-1,3,4-thiadiazol-2-yl)-1,3,4-thiadiazole-3(2H)-carboximidamide C1(=CC=C(C=C1)C1SC(=NN1/C(/NC1=CC(=C(C=C1)C)C)=N/C=1SC(=NN1)C)C)C1=CC=CC=C1